[C@@H]1([C@H](O)[C@H](O)[C@@H](C[S+](CC[C@H](N)C(=O)O)CF)O1)N1C=NC=2C(N)=NC=NC12 S-adenosyl-S-(fluoromethyl)-L-homocysteine